CC1=CC=C(C[N+]2=C3N(C(C=C2)=O)C=CC=C3)C=C1 1-(4-methylbenzyl)-4-oxo-4H-pyrido[1,2-a]pyrimidinium